FC=1C=C2C(=NC1)NN=C2C2=NN1C(C(=N2)NC2C(C3C4CCC4C2CC3)C(=O)O)=CC=C1COC 8-((2-(5-fluoro-1H-pyrazolo[3,4-b]pyridin-3-yl)-7-(methoxymethyl)pyrrolo[2,1-f][1,2,4]triazin-4-yl)amino)tricyclo[4.2.2.02,5]decane-7-carboxylic acid